CC1=C(C#N)C=CC(=C1)N1N=C(C=C1CC)C(F)(F)F methyl-4-[5-ethyl-3-(trifluoromethyl)pyrazol-1-yl]benzonitrile